2-(6-amino-5-(8-(2-((1-methyl-1H-pyrazol-4-yl)ethynyl)pyridin-4-yl)-3,8-diazabicyclo[3.2.1]octan-3-yl)pyridazin-3-yl)phenol NC1=C(C=C(N=N1)C1=C(C=CC=C1)O)N1CC2CCC(C1)N2C2=CC(=NC=C2)C#CC=2C=NN(C2)C